BrC=1C=CC=2N(C1)C(=NC2)C=2SC(=NN2)C(F)F 2-(6-bromoimidazo[1,5-a]pyridin-3-yl)-5-(difluoromethyl)-1,3,4-thiadiazole